N1N=CC=2C1=NC=C(C2)C21CC(C2)(C1)N(C(=O)NC=1C(N(C=C(C1)C(F)(F)F)C)=O)C 1-(3-(1H-pyrazolo[3,4-b]pyridin-5-yl)bicyclo[1.1.1]pent-1-yl)-1-methyl-3-(1-methyl-2-oxo-5-(trifluoromethyl)-1,2-dihydropyridin-3-yl)urea